(6-[(cyclobutylamino)methyl]imidazo[1,2-a]pyridin-2-yl)methyl-4-oxo-4H-pyrido[1,2-a]pyrimidine-2-carboxamide C1(CCC1)NCC=1C=CC=2N(C1)C=C(N2)CC2=C(N=C1N(C2=O)C=CC=C1)C(=O)N